N=1N=C(N2C1C=CC=C2)C2=CNC=C2C2=CN1C3=C(C=C(C=C23)F)CN(CC1)C(=O)N1CCCCC1 3-([1,2,4]triazolo[4,3-a]pyridin-3-yl)-4-(9-fluoro-2-(piperidine-1-carbonyl)-1,2,3,4-tetrahydro-[1,4]diazepino[6,7,1-hi]indol-7-yl)-1H-pyrrole